ClC=1C=C(C(=C(C1)O)C1=CN=C2C(=N1)N=C(O2)N2CC=1C=NC=CC1C2)C 5-Chloro-2-[2-(1,3-dihydropyrrolo[3,4-c]pyridin-2-yl)oxazolo[4,5-b]pyrazin-5-yl]-3-methyl-phenol